N-cyclobutyl-5-((1-(methyl-d3)-2-oxo-1,2-dihydropyridin-3-yl)amino)-7-(methylamino)pyrazolo[1,5-a]pyrimidine-3-carboxamide C1(CCC1)NC(=O)C=1C=NN2C1N=C(C=C2NC)NC=2C(N(C=CC2)C([2H])([2H])[2H])=O